isoundecenal C(C=CCCCCCC(C)C)=O